1-(4-bromo-2-chlorophenyl)pyrrolidine BrC1=CC(=C(C=C1)N1CCCC1)Cl